4-hydroxy-2-methylheptanoate OC(CC(C(=O)[O-])C)CCC